C(#N)[C@H]1C[C@@H](N(C1)C(=O)OCC1=CC=CC=C1)C=1N=C2N(C=C(C=C2)C2CC2)C1 benzyl (2R,4S)-4-cyano-2-(6-cyclopropylimidazo[1,2-a]pyridin-2-yl)pyrrolidine-1-carboxylate